2-(2,5-diamino-3-butylphenyl)ethan-1-ol NC1=C(C=C(C=C1CCCC)N)CCO